C(C)(C)(C)OC(=O)NC1=CC(=C(N=N1)CC1C(N(CC(C1)(F)F)C(=O)OC(C)(C)C)=O)NCC1=C(C=C(C=C1)OC)OC tert-butyl 3-((6-((tert-butoxycarbonyl)amino)-4-((2,4-dimethoxybenzyl)amino)pyridazin-3-yl)methyl)-5,5-difluoro-2-oxopiperidine-1-carboxylate